FC1=C(C=C(C=C1)NC(=O)C=1N(C=C2C1OCC1C(NS2(=O)=O)CCN(C1)C(=O)C1(COC1)C)C)C N-(4-Fluoro-3-methylphenyl)-2-methyl-8-(3-methyloxetan-3-carbonyl)-5,5a,6,7,8,9,9a,10-octahydro-2H-pyrido[4,3-f]pyrrolo[3,4-b][1,4,5]oxathiazocin-1-carboxamid-4,4-dioxid